C(CCCC\C=C/C\C=C/C\C=C/CCCCC)(=O)N[C@@H](CCC(=O)O)C(=O)O N-γ-linolenoyl-glutamic acid